1-(7,8-difluoro-1-methoxy-4-isoquinolinyl)ethanone FC1=CC=C2C(=CN=C(C2=C1F)OC)C(C)=O